N-[4-[5-(difluoromethyl)-1,3,4-oxadiazol-2-yl]-2-fluorobenzyl]-N-(3-fluorophenyl)thiomorpholin-4-sulfonamide FC(C1=NN=C(O1)C1=CC(=C(CN(S(=O)(=O)N2CCSCC2)C2=CC(=CC=C2)F)C=C1)F)F